N-{1-[(difluoromethoxy)methyl]cyclopropyl}-5-(1H-indole-2-carbonyl)-4H,5H,6H,7H-[1,2]oxazolo[4,3-c]pyridine-3-carboxamide FC(OCC1(CC1)NC(=O)C=1ON=C2C1CN(CC2)C(=O)C=2NC1=CC=CC=C1C2)F